6-bromo-7-fluoro-2-[[(1R,2R)-2-[(1S)-1-[[6-oxo-5-(trifluoromethyl)-1-(2-trimethylsilylethoxymethyl)pyridazin-4-yl]amino]ethyl]cyclopropyl]methyl]isoquinolin-1-one BrC=1C=C2C=CN(C(C2=CC1F)=O)C[C@H]1[C@@H](C1)[C@H](C)NC=1C=NN(C(C1C(F)(F)F)=O)COCC[Si](C)(C)C